NC=1C(=CC2=C(OC3=C2C=CC=C3)C1)C(=O)OC methyl 3-amino-dibenzo[b,d]furan-2-carboxylate